N-(2-tert.-Butyl-5-methylbenzyl)-N-cyclopropyl-3-(difluoromethyl)-5-fluoro-1-methyl-1H-pyrazol-4-carboxamid C(C)(C)(C)C1=C(CN(C(=O)C=2C(=NN(C2F)C)C(F)F)C2CC2)C=C(C=C1)C